C1(CC1)[C@@](C(F)(F)C=1C(=C(C=CC1)[C@@H](C)NC=1C2=C(N=C(N1)C)C=NC(=C2)P2(CC=CC2)=O)F)(C)O |&1:3| 1-(4-{[(1R)-1-{3-[(2RS)-2-cyclopropyl-1,1-difluoro-2-hydroxypropyl]-2-fluorophenyl}ethyl]amino}-2-methylpyrido[3,4-d]pyrimidin-6-yl)-2,5-dihydro-1H-1lambda5-phosphol-1-one